CC1=NC(=C(C(=N1)C)C(C)C)C(C)C 2,4-dimethyl-5,6-diisopropylpyrimidine